CC1([C@H]2CCC[C@@H]1C2)C (1R,5S)-6,6-dimethyl-bicyclo[3.1.1]Heptane